C(C)(C)(C)OC(=O)N1CCN(CC1)C1=C(C=C(C(=C1)OCC)[N+](=O)[O-])C=1C=NN(C1)C 4-(5-ethoxy-2-(1-methyl-1H-pyrazol-4-yl)-4-nitrophenyl)piperazine-1-carboxylic acid tert-butyl ester